copper-dysprosium gold [Au].[Dy].[Cu]